C1(=C(C=CC=C1)NCC(CC=1NC(NC1)=O)O)C1=CC=CC=C1 4-{3-[(1,1'-biphenyl)-2-ylamino]-2-hydroxypropyl}-1,3-dihydroimidazol-2-one